perhydrophenylmethane C1(CCCCC1)C